CS(=O)(=O)OCC1N(CCC1)C1=C(C(OC(=C1)C(NC=1SC(=NN1)N1N=CC=C1C)=O)=O)OC (1-(3-methoxy-6-((5-(5-methyl-1H-pyrazol-1-yl)-1,3,4-thiadiazol-2-yl)carbamoyl)-2-oxo-2H-pyran-4-yl)pyrrolidin-2-yl)methyl methanesulfonate